NCC1=NNC=2N=CC=C(C21)C(=O)OCC ethyl 3-(aminomethyl)-1H-pyrazolo[3,4-b]pyridine-4-carboxylate